N-[5-(2-chloro-4-hydroxyphenyl)-1-trityl-1H-indazol-3-yl]-1-methylpiperidine-4-carboxamide ClC1=C(C=CC(=C1)O)C=1C=C2C(=NN(C2=CC1)C(C1=CC=CC=C1)(C1=CC=CC=C1)C1=CC=CC=C1)NC(=O)C1CCN(CC1)C